NC1=C2C(=NC=N1)N(N=C2C2=CC(=C(C=C2)NC(=O)NC2=CC(=C(C=C2)CN2CCN(CC2)C)C(F)(F)F)F)CCO 1-(4-(4-AMINO-1-(2-HYDROXYETHYL)-1H-PYRAZOLO[3,4-D]PYRIMIDIN-3-YL)-2-FLUOROPHENYL)-3-(4-((4-METHYLPIPERAZIN-1-YL)METHYL)-3-(TRIFLUOROMETHYL)PHENYL)UREA